triallyl-oxyethane C(C=C)OC(C)(OCC=C)OCC=C